racemic-methyl (1-benzyl-4-methylpiperidin-3-yl)carbamate hydrochloride Cl.C(C1=CC=CC=C1)N1CC(C(CC1)C)NC(OC)=O